8-Methyl-3,5,6,7-tetrahydro-1H-2-oxa-4,6-diaza-s-indacene CC=1C=2CNCC2N=C2COCC12